O1COCCC1 1,3-dioxacyclohexane